ClC1=C(C=CC=C1)[C@@H](C)OC(=O)NC=1C(=NOC1C1=CC=C(C=N1)NC(=O)[C@@H]1[C@H](CCCC1)C(=O)O)C (1S,2S)-2-((6-(4-((((R)-1-(2-chlorophenyl)ethoxy)carbonyl)amino)-3-methylisoxazol-5-yl)pyridin-3-yl)carbamoyl)cyclohexane-1-carboxylic acid